benzyl-n-butylmalonic acid dipropyl ester C(CC)OC(C(C(=O)OCCC)(CCCC)CC1=CC=CC=C1)=O